5-(3-(3-(4-(4-amino-5-methoxy-2-(1-methyl-1H-pyrazol-4-yl)phenyl)piperazine-1-yl)azetidine-1-carbonyl)azetidine-1-yl)-2-(2,6-dioxopiperidin-3-yl)isoindoline-1,3-dione NC1=CC(=C(C=C1OC)N1CCN(CC1)C1CN(C1)C(=O)C1CN(C1)C=1C=C2C(N(C(C2=CC1)=O)C1C(NC(CC1)=O)=O)=O)C=1C=NN(C1)C